3-[[6-(7-bromo-3-[[2-(trimethyl silyl)ethoxy]methyl] 1,2,3-benzotriazol-4-yl)pyridazin-3-yl](methyl)amino]-8-azabicyclo[3.2.1]octane-8-carboxylate BrC1=CC=C(C2=C1N=NN2COCC[Si](C)(C)C)C2=CC=C(N=N2)N(C2CC1CCC(C2)N1C(=O)[O-])C